FC1=C(C(=CC(=C1)N1CC(N(CC1)C1CCNCC1)=O)F)C1C(NC(CC1)=O)=O 3-(2,6-difluoro-4-(3-oxo-4-(piperidin-4-yl)piperazin-1-yl)phenyl)piperidine-2,6-dione